4-(chloromethyl)-7-hydroxycoumarin ClCC1=CC(OC2=CC(=CC=C12)O)=O